(R)-N-(5-(5-(2-(1,1-difluoroethyl)morpholino)benzo[d]oxazol-2-yl)-8-(methylamino)-2,7-naphthyridin-3-yl)cyclopropanecarboxamide FC(C)(F)[C@@H]1OCCN(C1)C=1C=CC2=C(N=C(O2)C2=C3C=C(N=CC3=C(N=C2)NC)NC(=O)C2CC2)C1